7-fluoro-1-phenylquinazolin-2(1H)-one FC1=CC=C2C=NC(N(C2=C1)C1=CC=CC=C1)=O